OCC1=NC=CC=C1O hydroxymethyl-3-Pyridinol